C(C=C)C=1C=NC=CC1C(=O)NC=1C=C2CCC(NC2=CC1)=O 3-allyl-N-(2-oxo-3,4-dihydro-1H-quinolin-6-yl)pyridine-4-carboxamide